3-(benzo[c][1,2,5]thiadiazol-4-ylmethyl)-1-ethyl-1-methylurea N=1SN=C2C1C=CC=C2CNC(N(C)CC)=O